NCCN(C(OC1=C(C=C(C=C1)CNC(CCCC\C=C\C(C)C)=O)OC)=O)C (E)-2-methoxy-4-((8-methylnon-6-enamido)methyl)phenyl (2-aminoethyl)(methyl)carbamate